OC=1C=C(C=CC1O)C=CC(=O)NC1=C(C(=O)[O-])C=C(C=C1)O 2-(3-(3,4-dihydroxyphenyl)acrylamido)-5-hydroxybenzoate